O1CC(C1)C=1C=CC=2C(C3=CC=CC=C3OC2C1)NC(=O)C=1C(NC(=CC1)C(F)(F)F)=O N-(3-(oxetan-3-yl)-9H-xanthen-9-yl)-2-oxo-6-(trifluoromethyl)-1,2-dihydropyridine-3-carboxamide